4-(6-(4,4,5,5-tetramethyl-1,3,2-dioxaborolan-2-yl)-7-((2-(trimethylsilyl)ethoxy)methyl)-7H-pyrrolo[2,3-d]pyrimidin-4-yl)morpholine CC1(OB(OC1(C)C)C1=CC2=C(N=CN=C2N2CCOCC2)N1COCC[Si](C)(C)C)C